CP(=O)(C)C1=C(C=NC=C1C)NC1=C(C=C(C=C1)I)F 4-(Dimethylphosphoryl)-N-(2-fluoro-4-iodophenyl)-5-methylpyridin-3-amine